C[C@@H](C1=CC=CC=C1)C(=O)C(=O)O The molecule is a 2-oxo monocarboxylic acid that is pyruvic acid in which two of the methyl hydrogens are substituted by phenyl and methyl groups (the S-enantiomer). It derives from a pyruvic acid. It is a conjugate acid of a (3S)-3-methyl-2-oxo-3-phenylpropanoate.